(4R)-1-(tert-butoxycarbonyl)-4-(3-chloro-2,6-difluorophenyl)pyrrolidine-2-carboxylic acid C(C)(C)(C)OC(=O)N1C(C[C@@H](C1)C1=C(C(=CC=C1F)Cl)F)C(=O)O